1-amino-3-fluoro-4-[18F]fluorocyclopentane-1-carboxylic acid NC1(CC(C(C1)[18F])F)C(=O)O